(S)-5-((5-(1-(2,2-difluoroethyl)-4-fluoro-2-methyl-1H-benzo[d]imidazol-6-yl)-4-methoxy-7H-pyrrolo[2,3-d]pyrimidin-2-yl)amino)-1-methylpiperidin-2-one FC(CN1C(=NC2=C1C=C(C=C2F)C2=CNC=1N=C(N=C(C12)OC)N[C@H]1CCC(N(C1)C)=O)C)F